(S)-(1-cyanopropane-2-yl)carbamic acid tert-butyl ester C(C)(C)(C)OC(N[C@H](CC#N)C)=O